L-idaric acid O=C([C@H](O)[C@@H](O)[C@H](O)[C@@H](O)C(=O)O)O